bis[3,5-difluoro-2-[5-(trifluoromethyl)-2-pyridinyl]phenyl]iridium (III) hexafluorophosphate F[P-](F)(F)(F)(F)F.FC=1C(=C(C=C(C1)F)[Ir+]C1=C(C(=CC(=C1)F)F)C1=NC=C(C=C1)C(F)(F)F)C1=NC=C(C=C1)C(F)(F)F